C(C)NC(=O)N1[C@H]([C@H](CCC1)NS(=O)(=O)C)CC1=CC(=CC=C1)CC1=CC=C(C=C1)C cis-N-ethyl-2-(3-(4-methylbenzyl)benzyl)-3-((methylsulfonyl)amino)piperidine-1-carboxamide